COC=1N=NC(=CC1B(O)O)OC 3,6-dimethoxypyridazine-4-boronic acid